COC=1SC=C(N1)C(F)(F)F 2-Methoxy-4-(trifluoromethyl)-1,3-thiazol